N-(3-(1H-pyrazol-1-yl)benzyl)-2-((dimethylamino)methyl)-N-(3-methoxybenzyl)pyridin-4-amine N1(N=CC=C1)C=1C=C(CN(C2=CC(=NC=C2)CN(C)C)CC2=CC(=CC=C2)OC)C=CC1